BrC=1C=C(C=CC1F)NC(=NO)C1=NON=C1NCCN1N=NC(=C1)CBr N-(3-bromo-4-fluorophenyl)-4-((2-(4-(bromomethyl)-1H-1,2,3-triazol-1-yl)ethyl)amino)-N'-hydroxy-1,2,5-oxadiazole-3-formamidine